C(C)(=O)OC(COC)C 1-methoxy-2-propanol acetate